(S)-2-(N-(2-(Dimethoxymethyl)benzyl)pivalamido)propanoic Acid COC(C1=C(CN(C(C(C)(C)C)=O)[C@H](C(=O)O)C)C=CC=C1)OC